(9,9-diphenyl-9H-fluoren-4-yl)boric acid C1(=CC=CC=C1)C1(C2=CC=CC=C2C=2C(=CC=CC12)OB(O)O)C1=CC=CC=C1